sodium perfluorohexyl alcohol FC(C(C(C(C(C(F)(F)F)(F)F)(F)F)(F)F)(F)F)(F)O.[Na]